1-(3-chloro-2-fluorobenzyl)-4-((4-(1,1-difluoroethyl)-3-fluoro-5-methyl-6-((5-methyl-1H-pyrazol-3-yl)amino)pyridin-2-yl)methyl)piperidine-4-carboxylic acid ClC=1C(=C(CN2CCC(CC2)(C(=O)O)CC2=NC(=C(C(=C2F)C(C)(F)F)C)NC2=NNC(=C2)C)C=CC1)F